4-(cyclopentyloxy)-2-methyl-1-nitrobenzene C1(CCCC1)OC1=CC(=C(C=C1)[N+](=O)[O-])C